ClC=1C=C2C(=C(NC2=CC1OCC=1N=CSC1)CNC(=O)N1CCC1)C N-((5-chloro-3-methyl-6-(thiazol-4-ylmethoxy)-1H-indol-2-yl)methyl)azetidine-1-carboxamide